C1(=CC=CC=C1)[C@@H]1[C@H](OC2(O1)CCCCC2)CCO 2-((2R,3R)-3-phenyl-1,4-dioxaspiro[4.5]dec-2-yl)ethanol